F[C@@H]1C(NC(C[C@@H]1OC1=CC=C(N=N1)C1=NC=C(C=C1O)C=1C=C(C=2N(N1)C=C(N2)C)OC)(C)C)(C)C 2-(6-{[(3R,4S)-3-fluoro-2,2,6,6-tetramethylpiperidin-4-yl]oxy}pyridazin-3-yl)-5-(8-methoxy-2-methylimidazo[1,2-b]pyridazin-6-yl)pyridin-3-ol